5-(p-chlorophenyl)-6-{1-[(p-fluorophenyl)methyl]-1H-pyrazol-4-yl}-4-pyrimidinylamine ClC1=CC=C(C=C1)C=1C(=NC=NC1C=1C=NN(C1)CC1=CC=C(C=C1)F)N